benzotriazolyl-dodecyl-para-cresol N1N=NC2=C1C=CC=C2C2=C(C(=CC=C2C)O)CCCCCCCCCCCC